CC(C(=O)OC(C)OC(=O)N1CC(CCC1)C1=CC=C(C=C1)C(NC1=CC(=C(C=C1)C)NC1=NC=CC(=N1)C=1C=NC=CC1)=O)(C)C 3-{4-[4-Methyl-3-(4-pyridin-3-yl-pyrimidin-2-ylamino)-phenylcarbamoyl]-phenyl}-piperidine-1-carboxylic acid 1-(2,2-dimethyl-propionyloxy)-ethyl ester